2-(N,N-bis(2,4-dimethoxybenzyl) sulfamoyl)-3,4,5,6-tetrafluorobenzoate COC1=C(CN(S(=O)(=O)C2=C(C(=O)[O-])C(=C(C(=C2F)F)F)F)CC2=C(C=C(C=C2)OC)OC)C=CC(=C1)OC